FC1=CC(=C(C=C1C1=CC(=C(C=C1)N1CCOCC1)F)NC(=O)C1=CN(C(C=C1C(F)(F)F)=O)C)N1C[C@H](N([C@H](C1)C)C)C |r| N-[4-fluoro-5-(3-fluoro-4-morpholin-4-ylphenyl)-2-[rac-(3R,5S)-3,4,5-trimethylpiperazin-1-yl]phenyl]-1-methyl-6-oxo-4-(trifluoromethyl)pyridine-3-carboxamide